calcium 7-methyl-5,8-dioxo-3,4,5,6,7,8-hexahydro-2H-chromene-7-sulfonate CC1(CC(C=2CCCOC2C1=O)=O)S(=O)(=O)[O-].[Ca+2].CC1(CC(C=2CCCOC2C1=O)=O)S(=O)(=O)[O-]